BrC1=CN=C(C=N1)OC 6-bromo-3-methoxypyrazine